O[C@H](COC=1C=C(C=CC1)S(=O)(=O)NC)CNC1COC2(C1)CCN(CC2)S(=O)(=O)C2=CC=1CCCCC1C=C2 3-((2S)-2-hydroxy-3-(8-(5,6,7,8-tetrahydronaphthalen-2-ylsulfonyl)-1-oxa-8-azaspiro[4.5]decan-3-ylamino)propoxy)-N-methylbenzenesulfonamide